O=C1N(CCC(N1)=O)N1C(C2=CC=C(C=C2C1=O)CN1CCC(CC1)N1N=C2C=C(C(=CC2=C1)NC(C1=NC(=CC=C1)C(F)(F)F)=O)OC)=O N-(2-(1-((2-(2,4-dioxotetrahydropyrimidin-1(2H)-yl)-1,3-dioxoisoindolin-5-yl)methyl)piperidin-4-yl)-6-methoxy-2H-indazol-5-yl)-6-(trifluoromethyl)picolinamide